imidazo[1,5-c]quinazoline-9-carboxamide C=1N=CN2C=NC=3C=CC(=CC3C21)C(=O)N